9-bromo-7-(3,5-dimethylisoxazol-4-yl)-4-phenyl-4,5-dihydroimidazo[1,5,4-de][1,4]benzoxazin-2(1H)-one BrC=1C=C(C2=C3N(C(CO2)C2=CC=CC=C2)C(NC13)=O)C=1C(=NOC1C)C